Butylendiamin C(CCCN)N